NC=1SC=C(N1)C(C(=O)NC1C2SCC(=C(N2C1=O)C(=O)O)COC(N)=O)=CCC 7-[2-(2-amino-thiazole-4-yl)-pent-2-enoylamino]-3-carbamoyloxymethyl-8-oxo-5-thia-1-azabicyclo[4.2.0]oct-2-ene-2-carboxylic acid